ethyl 3-(3-(2-(tert-butoxycarbonylamino)ethylcarbamoyl)benzylamino)propanoate C(C)(C)(C)OC(=O)NCCNC(=O)C=1C=C(CNCCC(=O)OCC)C=CC1